FC=1C=C(CN2C[C@H](N(CC2)C2CC3(C2)CCNCC3)C3=C(C=CC=C3)C(C)C)C=CC1F |o1:7| (R or S)-2-(4-(3,4-difluorobenzyl)-2-(2-isopropylphenyl)piperazin-1-yl)-7-azaspiro[3.5]nonane